6-chloro-2-(2-methoxyphenyl)-1H-pyrrolo[3,2-c]pyridine ClC1=CC2=C(C=N1)C=C(N2)C2=C(C=CC=C2)OC